C1(CC1)N1C(=NC2=C1C=CC=C2)[C@@H]2[C@H](C2)C(=O)O[C@H]2[C@@H](CC[C@H](C2)C)C(C)C (1R,2S,5R)-2-isopropyl-5-methylcyclohexyl (1S,2S)-2-(1-cyclopropyl-1H-benzo[d]imidazol-2-yl)cyclopropane-1-carboxylate